C(C)(C)(C)OC(=O)N[C@H]([C@@H](C)OCC1=CC=C(C=C1)/C=C/CCCC(=O)O)CCC(N)=O (5E)-6-[4-([[(2R,3S)-3-[(tert-butoxycarbonyl)amino]-5-carbamoylpentan-2-yl]oxy]methyl)phenyl]hex-5-enoic acid